OC[C@H]1CN(CCO1)C1=CC=C(C=C1)C1C(NC(CC1)=O)=O 3-[4-[(2R)-2-(hydroxymethyl)morpholin-4-yl]phenyl]piperidine-2,6-dione